2,5-dimethyl-N-Hexylpyrrole CC=1N(C(=CC1)C)CCCCCC